ClC1=C2N(C3=C1N=C(N=C3N3CCOC[C@](C3)(O)C)S(=O)(=O)C)C=CN=C2C2=C3C=NN(C3=CC(=C2C2CC2)Cl)C2OCCCC2 (6S)-4-(10-chloro-9-(6-chloro-5-cyclopropyl-1-(tetrahydro-2H-pyran-2-yl)-1H-indazol-4-yl)-2-(methylsulfonyl)pyrazino[1',2':1,5]pyrrolo[3,2-d]pyrimidin-4-yl)-6-methyl-1,4-oxazepan-6-ol